ClC1=C(C(=CC=C1)F)NC(C1=C(C=C(C(=C1)F)C1=NN(C(=N1)C(C)(C)O)C1CC1)O[C@H](C(F)(F)F)C)=O (S)-N-(2-Chloro-6-fluorophenyl)-4-(1-cyclopropyl-5-(2-hydroxypropan-2-yl)-1H-1,2,4-triazol-3-yl)-5-fluoro-2-((1,1,1-trifluoropropan-2-yl)oxy)benzamide